phenyl-3-methyl-4-benzoyl-5-pyrazolone C1(=CC=CC=C1)N1N=C(C(C1=O)C(C1=CC=CC=C1)=O)C